1-[4-[[3-(4-methylpiperazine-1-yl)propyl]ethoxymethylsilyl]phenyl]-1-phenylethylene CN1CCN(CC1)CCC[SiH](C1=CC=C(C=C1)C(=C)C1=CC=CC=C1)COCC